ClC=1C=CC(=C(CNCC2C(CN(CC2)C(=O)OC(C)(C)C)(F)F)C1)OCC tert-butyl 4-(((5-chloro-2-ethoxybenzyl)amino)methyl)-3,3-difluoropiperidine-1-carboxylate